7-deaza-8-azaguanine N1C(N)=NC=2N=NCC2C1=O